C(C)OC1=CC=C2C=NC=NC2=C1 7-ethoxyquinazoline